C(#N)C1CN(C1)S(=O)(=O)N1C[C@H](CCC1)C(=O)N1[C@H](CCC1)C(=O)NCC1=CC=C(C=C1)C 1-(((3S)-1-((3-cyano-1-azetidinyl)sulfonyl)-3-piperidinyl)carbonyl)-N-(4-methylbenzyl)-D-prolinamide